3-(4,6-dioxohexahydropyrrolo[3,4-b]pyrrol-5(1H)-yl)-2,2-dimethylpropionic acid O=C1N(C(C2NCCC21)=O)CC(C(=O)O)(C)C